FC1=CC=C(C=C1)N1CCN(CC1)CCCOC1=CC=C2CCN(C(C2=C1)=O)C 7-(3-(4-(4-fluorophenyl)piperazin-1-yl)propoxy)-2-methyl-3,4-dihydroisoquinolin-1(2H)-one